COC(C1=C(C=C(C(=C1)OCCNCC1=CC=CC=C1)OC)[N+](=O)[O-])=O 5-(2-Benzylaminoethoxy)-4-methoxy-2-nitrobenzoic acid methyl ester